3-cyclopropyl-5-(2-methylpyridin-3-yl)-N-(4-(pyridin-2-yl)benzyl)pyrazolo[1,5-a]pyrimidin-7-amine C1(CC1)C=1C=NN2C1N=C(C=C2NCC2=CC=C(C=C2)C2=NC=CC=C2)C=2C(=NC=CC2)C